C(C)O[C@H](CI)OCCI (S)-1-ethoxy-2-iodo-1-(2-iodoethoxy)ethane